3-methylimidazole levulinate C(CCC(=O)C)(=O)O.CN1C=NC=C1